N'-hydroxy-5-((3-(4-(trifluoromethyl)phenyl)-1,2,4-oxadiazol-5-yl)amino)pyrazine-2-carboxamidine ON=C(N)C1=NC=C(N=C1)NC1=NC(=NO1)C1=CC=C(C=C1)C(F)(F)F